P(OCCCCCCCC\C=C/CCCCCCCC)(OCCCCCCCC\C=C/CCCCCCCC)[O-] di(oleyl) phosphite